C1(OCOCOC1O)O 2,4,6-trioxepane-1,7-diol